C(C)(C)(C)S(=O)N(C1(COC1)C1=CC=C(C=C1)C(C(=O)OCC)C)COCC[Si](C)(C)C (±)-ethyl 2-[4-[3-[tert-butylsulfinyl(2-trimethylsilylethoxymethyl)amino]oxetan-3-yl]phenyl]propanoate